3-(2,6-difluoro-3,5-dimethoxyphenyl)-1-ethyl-8-(hydroxymethyl)-7-(phenylsulfonyl)-1,3,4,7-tetrahydro-2H-pyrrolo[3',2':5,6]pyrido[4,3-d]pyrimidin-2-one FC1=C(C(=C(C=C1OC)OC)F)N1C(N(C2=C(C1)C=NC1=C2C=C(N1S(=O)(=O)C1=CC=CC=C1)CO)CC)=O